C(C)C1=CC(=NO1)NC(C1=CC(=C(C=C1)C)[C@H]1CN(CC1)C=1C=NN2C1C=NC=C2)=O (S)-N-(5-ethylisoxazol-3-yl)-4-methyl-3-(1-(pyrazolo[1,5-a]pyrazin-3-yl)pyrrolidin-3-yl)benzamide